4-(3,6-dihydro-2H-pyran-4-yl)-benzaldehyde O1CCC(=CC1)C1=CC=C(C=O)C=C1